C(C)C1=C(N)C=CC(=C1F)F 2-ethyl-3,4-difluoro-aniline